4-hydroxy-3-methyl-but-2-enyl pyrophosphate O(P([O-])(=O)OP(=O)([O-])[O-])CC=C(CO)C